[Cl].[Sn].COC1=C(C(=CC=C1)OCC1=CC=C(C=C1)OC)C(C)=O 1-(2-methoxy-6-((4-methoxybenzyl)oxy)phenyl)ethan-1-one Tin Chlorine